N1(CCNCC1)CCO 1-piperazino-2-ethanol